NCCCC[Si](O[Si](CCCCN)(C)C)(C)C 1,3-bis(4-aminobutyl)tetramethyl-disiloxane